2-(4-chlorophenyl)-9H-pyrimido[4,5-b]indole ClC1=CC=C(C=C1)C=1N=CC2=C(NC3=CC=CC=C23)N1